C(C1=CC=CC=C1)OCC1CCC(CC1)N1N=C(C(=C1)C(=O)O)OC(F)F 1-((1R,4R)-4-((Benzyloxy)methyl)cyclohexyl)-3-(difluoromethoxy)-1H-pyrazole-4-carboxylic acid